(2-((5-chloro-2-((4-(piperidin-4-yl)pyridin-2-yl)amino)pyridin-4-yl)amino)phenyl)dimethylphosphine ClC=1C(=CC(=NC1)NC1=NC=CC(=C1)C1CCNCC1)NC1=C(C=CC=C1)P(C)C